3-(2,5-DIMETHYLPHENYL)-6-fluoroindolin-2-one CC1=C(C=C(C=C1)C)C1C(NC2=CC(=CC=C12)F)=O